[Zn+2].S1C(=NC2=C1C=CC=C2)C2=C(C=CC=C2)C2=C(C=CC=C2)O.S2C(=NC1=C2C=CC=C1)C1=C(C=CC=C1)C1=C(C=CC=C1)O bis[2-(2-benzothiazolyl)phenylphenol] zinc (II)